3-[5-(3,5-Difluorophenoxy)-2-pyridinyl]-1-methyl-1-[(2R)-3,3,3-trifluoro-2-hydroxy-2-methyl-propyl]urea FC=1C=C(OC=2C=CC(=NC2)NC(N(C[C@@](C(F)(F)F)(C)O)C)=O)C=C(C1)F